1-(4-chlorophenyl)-3-(4-ethyl-4-methyl-2,5-dioxoimidazolidin-1-yl)urea ClC1=CC=C(C=C1)NC(=O)NN1C(NC(C1=O)(C)CC)=O